N-[(3aR,5s,6aS)-2-(4-pyridyl-methyl)-3,3a,4,5,6,6a-hexahydro-1H-cyclopenta[c]pyrrol-5-yl]-5-phenyl-thiazol-2-amine N1=CC=C(C=C1)CN1C[C@@H]2[C@H](C1)CC(C2)NC=2SC(=CN2)C2=CC=CC=C2